OCC1=CN(C2=NC(=CC=C21)C(=O)OC)C methyl 3-(hydroxymethyl)-1-methylpyrrolo[2,3-b]pyridine-6-carboxylate